(6-((5-bromo-2-((2-methoxy-5-methyl-4-(piperazin-1-yl)phenyl)amino)pyrimidin-4-yl)amino)quinoxalin-5-yl)dimethylphosphine oxide BrC=1C(=NC(=NC1)NC1=C(C=C(C(=C1)C)N1CCNCC1)OC)NC=1C(=C2N=CC=NC2=CC1)P(C)(C)=O